bisphenol A OC1=CC=C(C=C1)C(C)(C)C1=CC=C(C=C1)O